OC1=C(C=C(C=O)C=C1)OC 4-hydroxy-3-methoxy-benzaldehyd